P(OC1=C(C=CC=C1)C(C)(C)C)(OC1=C(C=CC=C1)C(C)(C)C)OC1=CC=CC=C1 di(2-tert-butylphenyl) monophenyl phosphite